C([C@@H]([C@H](C(=O)O)O)O)C(=O)C(=O)O The molecule is an oxo dicarboxylic acid that is derived from 4-deoxy-D-glucaric acid by oxidation of the hydroxy group at position 5 to give the corresponding ketone. It is a 2-hydroxydicarboxylic acid, an oxo dicarboxylic acid, a 2-hydroxy carboxylic acid and a 3-hydroxy carboxylic acid. It derives from a D-glucaric acid. It is a conjugate acid of a 5-dehydro-4-deoxy-D-glucarate(1-).